O=C1NC(CCC1N1C(C2=CC=C(C=C2C1)CNC(=O)C1=NN(C2=CC=CC=C12)C)=O)=O N-((2-(2,6-Dioxopiperidin-3-yl)-1-oxoisoindolin-5-yl)methyl)-1-methyl-1H-indazole-3-carboxamide